2-Nitro-6-hydroxy-dihydroimidazo[2,1-b][1,3]oxazine [N+](=O)([O-])C1NC2OC=C(CN2C1)O